azabicyclo[3.2.1]octane-3,8-dicarboxylic acid 8-tert-butyl 3-methyl ester COC(=O)C1CN2CCC(C1)C2C(=O)OC(C)(C)C